5,5-dimethyl-perhydropyrimidine-2-one CC1(CNC(NC1)=O)C